2-((1S,2R)-1-(2-cyanophenyl)-1-(1-(2-hydroxyethyl)-1H-pyrazol-4-yl)propan-2-yl)-5-hydroxy-N-(isoxazol-4-yl)-1-methyl-6-oxo-1,6-dihydropyrimidine-4-carboxamide C(#N)C1=C(C=CC=C1)[C@H]([C@@H](C)C=1N(C(C(=C(N1)C(=O)NC=1C=NOC1)O)=O)C)C=1C=NN(C1)CCO